(2S,4R)-N-[(S)-[5-(3,3-difluorocyclobutyl)-6-fluoropyridin-2-yl](phenyl)methyl]-4-fluoro-1-[2-(4-methyl-1,3-oxazol-2-yl)acetyl]pyrrolidine-2-carboxamide FC1(CC(C1)C=1C=CC(=NC1F)[C@@H](NC(=O)[C@H]1N(C[C@@H](C1)F)C(CC=1OC=C(N1)C)=O)C1=CC=CC=C1)F